FC=1C=C(CNC2=NC=C3N=CN(C3=N2)[C@H]2[C@@H](O)[C@H](O)[C@H](O2)CO)C=CC1 3-fluorobenzylamino-9-β-D-arabinofuranosylpurine